4'-(3,6-dimethyl-9H-carbazol-9-yl)-3,4,5-tris(2,6-diphenylpyridin-4-yl)-6-(pyridin-3-yl)-[1,1'-biphenyl]-2-carbonitrile CC=1C=CC=2N(C3=CC=C(C=C3C2C1)C)C1=CC=C(C=C1)C=1C(=C(C(=C(C1C=1C=NC=CC1)C1=CC(=NC(=C1)C1=CC=CC=C1)C1=CC=CC=C1)C1=CC(=NC(=C1)C1=CC=CC=C1)C1=CC=CC=C1)C1=CC(=NC(=C1)C1=CC=CC=C1)C1=CC=CC=C1)C#N